6-bromohexyl 4,4-bis(((Z)-oct-5-en-1-yl)oxy)butanoate C(CCC\C=C/CC)OC(CCC(=O)OCCCCCCBr)OCCCC\C=C/CC